CC1=CC=C(C(=C1)C=1N=NC=CC1NC1CN(CCC1)C)O 4-methyl-6-((1-methylpiperidin-3-yl)aminopyridazine-3-yl)phenol